FC=1C(=C2C(=NC1)NC=C2C(=O)C2=C(C=C(C=C2)OC2=CC=CC=C2)F)N[C@H]2CO[C@@H](CC2)CO (5-fluoro-4-(((3R,6S)-6-(hydroxymethyl)tetrahydro-2H-pyran-3-yl)amino)-1H-pyrrolo[2,3-b]pyridin-3-yl)(2-fluoro-4-phenoxyphenyl)methanone